[N-](S(=O)(=O)C(F)(F)F)S(=O)(=O)C(F)(F)F.C[N+]1(CCCC1)CCC 1-methyl-1-propylpyrrolidinium bis(trifluoromethanesulfonyl)imide